tert-butyl 3-({[4-(aminomethyl)pyridin-3-yl]oxy}methyl)piperidine-1-carboxylate NCC1=C(C=NC=C1)OCC1CN(CCC1)C(=O)OC(C)(C)C